FC1=C(C(=CC(=C1)F)C=1C=C2C(=NN1)NCC1N2CCNC1)O 2,4-difluoro-6-(6,6a,7,8,9,10-hexahydro-5H-pyrazino[1',2':4,5]pyrazino[2,3-c]pyridazin-2-yl)phenol